ONC(=O)C1CC(C1)N(C=1C2=C(N=CN1)NC=C2)C (1s,3s)-N-hydroxy-3-(methyl-(7H-pyrrolo[2,3-d]pyrimidin-4-yl)amino)cyclobutane-1-carboxamide